BrC1=NC=C(C(=C1)N)OC 2-bromo-5-methoxy-pyridin-4-amine